C(C)OC(C(C(=O)O)C1=NC(=C(C=C1C(F)(F)F)[N+](=O)[O-])C(=O)OC)=O.C1(CC1)C=1SC(=CN1)C=1C=C(N)C=CC1 3-(2-cyclopropylthiazol-5-yl)aniline ethyl-2-[6-methoxycarbonyl-5-nitro-3-(trifluoromethyl)-2-pyridyl]propanedioate